6-amino-2-(1-fluoro-1-methyl-ethyl)-5-(3-hydroxy-2,6-dimethyl-phenyl)pyrrolo[2,3-b]pyrazine-7-carboxamide NC1=C(C=2C(=NC=C(N2)C(C)(C)F)N1C1=C(C(=CC=C1C)O)C)C(=O)N